CC1=CC(=NC2=CC=CC(=C12)C)NN 4,5-dimethylhydrazinoquinoline